N1CC(C1)CCOC1=CC=C(C=C1)C1=CN=CC(=N1)C(=O)NOCC1=C(C=CC(=C1)OC)F 6-(4-(2-(azetidin-3-yl)ethoxy)phenyl)-N-((2-fluoro-5-methoxybenzyl)oxy)pyrazine-2-carboxamide